ClC1=CC=C2C(=NC(N(C2=C1)C1=C(C=CC=C1)Cl)=O)NC([2H])([2H])[2H] 7-chloro-1-(2-chlorophenyl)-4-((methyl-d3)amino)quinazolin-2(1H)-one